4,5-dichlorooctanol ClC(CCCO)C(CCC)Cl